2-(4-(4-((5-oxo-2-phenyl-5,6-dihydropyrimido[4,5-d]pyridazin-4-yl)amino)phenyl)piperidin-1-yl)acetic acid O=C1C2=C(C=NN1)N=C(N=C2NC2=CC=C(C=C2)C2CCN(CC2)CC(=O)O)C2=CC=CC=C2